2-((5-((7-Chloroquinazolin-4-yl)amino)pentyl)(4-(trifluoromethoxy)benzyl)amino)ethan-1-ol ClC1=CC=C2C(=NC=NC2=C1)NCCCCCN(CCO)CC1=CC=C(C=C1)OC(F)(F)F